(3Z,6Z)-3-benzylidene-6-[(5-tert-butyl-1H-imidazole-4-yl)methylene]piperazine-2,5-dione-d C(/C1=CC=CC=C1)=C/1\C(N(\C(\C(N1)=O)=C/C=1N=CNC1C(C)(C)C)[2H])=O